C(C)(C)(C)OC(=O)N1C[C@]([C@H](C1)N)(C(=O)OC(C)(C)C)C (3R,4R)-4-amino-3-methylpyrrolidine-1,3-dicarboxylic acid di-tert-butyl ester